FC(OC1=CC=C(CNC=2C=CC=C3C(=CC=NC23)C=2C=CC(=NC2)C#N)C=C1)F 5-(8-((4-(difluoromethoxy)benzyl)amino)quinolin-4-yl)picolinonitrile